COC1=C(C=CC(=C1)/C=N/N(C=1C2=C(N=CN1)C(=CS2)C)C)B(O)O [2-methoxy-4-[(E)-[methyl-(7-methylthieno[3,2-d]pyrimidin-4-yl)hydrazono]methyl]phenyl]boronic acid